CC1C(=C(C2=CC=CC=C12)C)[Si](C)(C)C1C(=CC2=CC=CC=C12)C1=CC=CC=C1 (1,3-dimethyl-1H-inden-2-yl)(2-phenyl-1H-inden-1-yl)dimethylsilane